OCCCCCCOC1=CC=C(C=CC(=O)O)C=C1 4-(6-Hydroxyhexyloxy)cinnamic acid